C(CC(=O)O)(=O)O.C(C=C)(=O)N acrylamide malonate